(2-chloro-4-((2-chlorobenzofuran-7-yl)oxy)phenyl)(4-chloro-7H-pyrrolo[2,3-d]pyrimidin-5-yl)methanone ClC1=C(C=CC(=C1)OC1=CC=CC=2C=C(OC21)Cl)C(=O)C2=CNC=1N=CN=C(C12)Cl